BrC=1C=C(C=C(C1)F)S(=O)(=O)N1CCCC1 1-((3-bromo-5-fluorophenyl)sulfonyl)pyrrolidine